Dimethyl 4-(benzo[b]thiophen-3-yl)-2,6-dicyclopropyl-1,4-dihydropyridine-3,5-dicarboxylate S1C2=C(C(=C1)C1C(=C(NC(=C1C(=O)OC)C1CC1)C1CC1)C(=O)OC)C=CC=C2